C1(=CC=CC2=CC=CC=C12)OC(C=C)=O.C(C)N(C(C(C1=C(C=CC=C1)Cl)=O)=O)CC N,N-diethyl-2-oxo-2-(o-chlorophenyl)acetamide naphthyl-acrylate